6-(2,5-dioxo-2,5-dihydro-1H-pyrrol-1-yl)-N-[(1S)-1-{[(1S)-1-{[4-(hydroxymethyl)phenyl](methyl)carbamoyl}ethyl]carbamoyl}-2-methylpropyl]hexanamide O=C1N(C(C=C1)=O)CCCCCC(=O)N[C@@H](C(C)C)C(N[C@@H](C)C(N(C)C1=CC=C(C=C1)CO)=O)=O